ClC1=C(N(C2=CC=C(C(=C12)C=1C(=NN(C1C)C)CO)Cl)CCCOC1=CC(=CC2=CC=CC=C12)SCC1=CC=C(C=C1)OC)C(=O)OC Methyl 3,5-dichloro-4-(3-(hydroxymethyl)-1,5-dimethyl-1H-pyrazol-4-yl)-1-(3-((3-((4-methoxybenzyl)thio)naphthalen-1-yl)oxy)propyl)-1H-indole-2-carboxylate